C(C)(=O)OC\C=C\CCCCCCCCC\C=C/CCCC (3E,13Z)-2,13-Octadecadien-1-ol acetate